ClC=1C=C2C(CN(CC2=C(C1)Cl)C)C1=CC=C(C=C1)S(=O)(=O)NCCOCCOCCOCCNC(CCC(=O)NCCOCCOCCOCCNS(=O)(=O)C1=CC=C(C=C1)C1CN(CC2=C(C=C(C=C12)Cl)Cl)C)=O N1,N4-bis(2-(2-(2-(2-(4-(6,8-dichloro-2-methyl-1,2,3,4-tetrahydroisoquinolin-4-yl)phenylsulfonamido)ethoxy)ethoxy)ethoxy)ethyl)succinamide